ClC1=NC=C(C(=C1OC)C)C(C)Cl 2-chloro-5-(1-chloroethyl)-3-methoxy-4-methylpyridine